methyl (S)-4-((1-methoxy-1-oxo-9-(5,6,7,8-tetrahydro-1,8-naphthyridin-2-yl) nonan-2-yl) carbamoyl)-4-methylpiperidine-1-carboxylate hydrochloride Cl.COC([C@H](CCCCCCCC1=NC=2NCCCC2C=C1)NC(=O)C1(CCN(CC1)C(=O)OC)C)=O